C1(=C2C=3C=CC=CC3C3=C(C2=CC=C1)C=CC=C3)C=3C(=C1C=2C=CC=CC2C2=C(C1=CC3)C=CC=C2)C2=C(C=CC=C2)C2=CC=CC=C2 (benzophenanthrenyl(benzophenanthrenyl))biphenyl